N-methoxy-4-((6-methoxy-2-(N-methylmethylsulfonamido)pyridin-3-yl)amino)-6-((2-Methoxypyridin-3-yl)amino)nicotinamide CONC(C1=CN=C(C=C1NC=1C(=NC(=CC1)OC)N(S(=O)(=O)C)C)NC=1C(=NC=CC1)OC)=O